(R)-(2-(benzofuran-3-yl)-1-(2-(8'-oxo-5',6'-dihydro-8'H-spiro[cyclohexane-1,7'-indolizin]-1'-yl)acetamido)ethyl)boronic acid O1C=C(C2=C1C=CC=C2)C[C@H](NC(CC=2C=CN1CCC3(C(C21)=O)CCCCC3)=O)B(O)O